NC1(CCCCC1)C(=O)O 1-aminocyclohexyl-formic acid